7-(4,4-difluoropiperidin-1-yl)-N-(3-(2,6-dioxopiperidin-3-yl)benzofuran-5-yl)-7-oxoheptanamide FC1(CCN(CC1)C(CCCCCC(=O)NC=1C=CC2=C(C(=CO2)C2C(NC(CC2)=O)=O)C1)=O)F